OC(CC(=O)O)C L-beta-hydroxybutyric acid